C(C1=CC=CC=C1)C1=C2N(C=C(N1)C1=CC=CC=C1)C(C(=N2)CC=2OC(=CC2)C(F)(F)F)=O 8-benzyl-6-phenyl-2-((5-(trifluoromethyl)furan-2-yl)methyl)imidazo[1,2-a]pyrazin-3(7H)-one